FC1=C(C(=O)N2N=C(C=C2C(NC)C2=CC=CC=C2)C2C(N(CCC2)CC(=O)N2CCOCC2)C(F)(F)F)C=CC=C1 {[1-(2-Fluorobenzoyl)-3-{1-[2-(morpholin-4-yl)-2-oxoethyl]-2-(trifluoromethyl)piperidin-3-yl}-1H-pyrazol-5-yl](methyl)aminomethyl}benzol